1-(2-((6-chloro-1H-pyrazolo[3,4-d]pyrimidin-1-yl)methyl)-3-methylpyrrolidin-1-yl)ethan-1-one ClC1=NC=C2C(=N1)N(N=C2)CC2N(CCC2C)C(C)=O